C(C1CO1)C1=C(C(=CC=C1)O)C glycidyl-cresol